N1(C=NC=C1)C=1C=C(CN(CCC2=CC=C(C=C2)NC(=O)C2=C(C=C(C(=C2)OC)OC)NC(=O)C=2C=NC3=CC=CC=C3C2)CC=2C=C3C(=NN(C3=CC2)C)C)C=CC1 N-(2-((4-(2-((3-(1H-Imidazol-1-yl)benzyl)((1,3-dimethyl-1H-indazol-5-yl)methyl)amino)ethyl)phenyl)carbamoyl)-4,5-dimethoxyphenyl)quinoline-3-carboxamide